N[C@@H]([C@H](COC1=C(C=C(C=N1)S(=O)(=O)NC=1SC(=CN1)F)Cl)CC1=C(C=CC=C1)CN)C 6-((2R,3R)-3-amino-2-(2-(aminomethyl)benzyl)butoxy)-5-chloro-N-(5-fluorothiazol-2-yl)pyridine-3-sulfonamide